P(=O)(N)OP(=O)(O)OP(=O)O triphosphonic acid amide